7-(1,4-dioxan-2-ylmethyl)-2-(2-methylpyrimidin-4-yl)-1H,5H,6H,7H-pyrrolo[3,2-c]pyridin-4-one O1C(COCC1)CC1C2=C(C(NC1)=O)C=C(N2)C2=NC(=NC=C2)C